NC1=NC=NN2C1=CC(=C2CN2CCN(CC2)C(=O)OC(C)(C)C)C tert-Butyl 4-[(4-amino-6-methylpyrrolo[2,1-f][1,2,4]triazin-7-yl)methyl]piperazine-1-carboxylate